O[C@H](CC(O)C1=CC=CC=C1)CNS(=O)(=O)C1=CC=C(C=C1)NCCC (2S,3R)-3-hydroxy-4-((N-propyl-4-aminophenyl)sulfonamido)-1-phenylbutanol